4-(2-BOC-aminoethyl)piperidine C(=O)(OC(C)(C)C)C(CC1CCNCC1)N